2-(benzo[d][1,3]dioxol-5-yloxy)-N-(3-methyl-1H-pyrazol-4-yl)-N-(thiophen-2-ylmethyl)acetamide O1COC2=C1C=CC(=C2)OCC(=O)N(CC=2SC=CC2)C=2C(=NNC2)C